C1(=CC=CC=C1)C1=NC(=NC(=N1)C1=CC=CC=C1)C1=C(C=C(C=C1)OCCCC)O 2-(4,6-diphenyl-1,3,5-triazin-2-yl)-5-butyloxyphenol